C(C1=CC=CC=C1)N1C(CC(C1)F)=O 1-benzyl-4-fluoro-pyrrolidin-2-one